6-(1-(3-(1H-pyrazol-1-yl)propanoyl)-1,2,5,6-tetrahydropyridin-3-yl)-4-(4-bromo-2-chloro-5-fluorophenyl)-7-fluoro-N,N-dimethyl-1H-indole-2-carboxamide N1(N=CC=C1)CCC(=O)N1CC(=CCC1)C1=CC(=C2C=C(NC2=C1F)C(=O)N(C)C)C1=C(C=C(C(=C1)F)Br)Cl